3-(6-(Cyclobutyl(ethyl)amino)-1-methyl-1H-pyrazolo[4,3-c]pyridin-3-yl)-2,6-difluoro-5-(trifluoromethyl)phenol C1(CCC1)N(C1=CC2=C(C=N1)C(=NN2C)C=2C(=C(C(=C(C2)C(F)(F)F)F)O)F)CC